C1(CC=CC=2C3=CC=CC=C3C3(C12)C1=CC=CC=C1NC=1C=CC=CC13)=O 10H-spiro[acridine-9,9'-fluorene]One